C(#N)C1C(C(C(O1)F)O)O 5-cyano-2-fluoro-3,4-dihydroxytetrahydrofuran